FC(C1=CC=2C3=C(C=NC2C=C1)N=C(N3[C@H]3C[C@H](OCC3)C)CC3=NOC(=C3)C)F 8-(difluoromethyl)-2-[(5-methyl-1,2-Oxazol-3-yl)methyl]-1-[(2R,4R)-2-methyltetrahydro-2H-pyran-4-yl]-1H-imidazo[4,5-c]Quinoline